FC(C=1N(C(C2=C(N1)C(=NC(=N2)[C@@H]2C[C@@H](OCC2)C2=CC(=NC=C2)OC)C2=C(C=C(C=C2)F)F)=O)C)F 2-(difluoromethyl)-8-(2,4-difluorophenyl)-6-[(2R,4S)-2-(2-methoxy-4-pyridyl)tetrahydropyran-4-yl]-3-methyl-pyrimido[5,4-d]pyrimidin-4-one